N,N-dihexyl-N,N-di(2,3-dihydroxypropyl)ammonium bromide [Br-].C(CCCCC)[N+](CC(CO)O)(CC(CO)O)CCCCCC